NCCCCCCN1C(=NC2=C1C=CC=C2)NC(=O)C=2C=C(C(=O)O)C=CC2 3-((1-(6-aminohexyl)-1H-benzo[d]imidazol-2-yl)carbamoyl)benzoic acid